(R)-N-(5-methoxy-1,3,4-thiadiazol-2-yl)-4-(2-methoxy-5-methyl-4-(methylsulfinyl)phenyl)-6-methylnicotinamide COC1=NN=C(S1)NC(C1=CN=C(C=C1C1=C(C=C(C(=C1)C)[S@](=O)C)OC)C)=O